C1(CCC1)OC1=CC=C2C=NNC2=C1 6-(Cyclobutoxy)-1H-indazole